S1C=NC(=C1)CN1C(NC(C2=CC=C(C=C12)C(F)(F)F)=O)=O 1-(thiazol-4-ylmethyl)-7-(trifluoromethyl)quinazoline-2,4(1H,3H)-dione